ClC1=C(C=C2C(=C(N(C2=C1C#N)C)C1=NN=C(N1)CCO)N1C=NC=C1)OC 6-chloro-2-(5-(2-hydroxyethyl)-4H-1,2,4-triazol-3-yl)-3-(1H-imidazol-1-yl)-5-methoxy-1-methyl-1H-indole-7-carbonitrile